ClC1=C2C(=NC=3N(C2=CC=C1)C(=NN3)SC)N(C)C=3C=C(C=CC3)C3=CC=C(C=C3)C3CC3 chloro-N-(4'-cyclopropyl-[1,1'-biphenyl]-3-yl)-N-methyl-1-(methylthio)-[1,2,4]triazolo[4,3-a]quinazolin-5-amine